9-(4-phenylpyridin-2-yl)-9H-carbazol-2-ol C1(=CC=CC=C1)C1=CC(=NC=C1)N1C2=CC=CC=C2C=2C=CC(=CC12)O